(2S,6R)-4-(2-(5-bromo-2H-indazol-2-yl)ethyl)-2,6-dimethylmorpholine BrC1=CC2=CN(N=C2C=C1)CCN1C[C@@H](O[C@@H](C1)C)C